1-(4-fluoro-2-methylphenyl)-3-(2-methylpyridin-3-yl)-6-(trifluoromethyl)-2,3-dihydro-quinazolin-4(1H)-one FC1=CC(=C(C=C1)N1CN(C(C2=CC(=CC=C12)C(F)(F)F)=O)C=1C(=NC=CC1)C)C